CC1(OC2C(OC(C2O1)N3C=NC4=C(N=CN=C43)N)CO)C 2',3'-isopropylideneadenosine